4-(benzyloxy)-3,5-dimethylaniline C(C1=CC=CC=C1)OC1=C(C=C(N)C=C1C)C